Cl.Cl.N1(C=NC=C1)C1=CC=C(C=NNC2=CC=NC3=CC(=CC=C23)Cl)C=C1 4-(2-(4-(1H-imidazol-1-yl)benzylidene)hydrazineyl)-7-chloroquinoline dihydrochloride